N-(5-bromo-4-methylpyridin-2-yl)pivalamide BrC=1C(=CC(=NC1)NC(C(C)(C)C)=O)C